OC(=O)C(F)(F)F.FC1=C(C#N)C=CC=C1 2-fluorobenzonitrile TFA salt